(9S)-9-ethyl-3,5-difluoro-9-hydroxy-3-methyl-2,3-dihydro-1H-pyrano[3',4':6,7]indolizino[2,1-b]pyrido[3,2,1-ij]quinoline-7,10,13(9H,12H,15H)-trione C(C)[C@]1(C(OCC=2C(N3CC=4N5C6=C(C=C(C=C6C(C4C3=CC21)=O)F)C(CC5)(C)F)=O)=O)O